N[C@H](CCCCN)C(=O)[O-] D-lysinate